CC1=NC(=NO1)C1=CC=C2C=CN=C(C2=C1)NCCN1CC2=CC(=CC=C2CC1)C(=O)OC(C)C Propan-2-yl 2-(2-((7-(5-methyl-1,2,4-oxadiazol-3-yl)isoquinolin-1-yl)amino)ethyl)-1,2,3,4-tetrahydroisoquinoline-7-carboxylate